C(C)N(C1=NC(=NS1)C1=NC=C(C=C1)OC(C)C)C1=NC=CC=C1C N-ethyl-3-(5-isopropoxy-pyridin-2-yl)-N-(3-methyl-pyridin-2-yl)-1,2,4-thiadiazol-5-amine